hydroquinone-β-L-glucuronic acid N7-4-chlorobenzyl-guanosine-5'-diphosphate triethylammonium salt C(C)[NH+](CC)CC.P([O-])(=O)(OP(=O)([O-])[O-])OC[C@@H]1[C@H]([C@H]([C@@H](O1)N1C=[N+](C=2C(=O)NC(N)=NC12)CC1=CC=C(C=C1)Cl)O)O.O[C@@H]1[C@@H](O)[C@H](O)[C@@H](O)[C@@H](O1)C(=O)O.C1(O)=CC=C(O)C=C1.C(C)[NH+](CC)CC